COC=1C=C(C=CC1OCCCN1CCCCC1)NC1=NC=CC(=N1)NC=1C=C2C(N(C(C2=CC1)=O)C)=O 5-{2-[3-methoxy-4-(3-piperidinopropoxy)phenylamino]-4-pyrimidinylamino}-2-methyl-1,3-isoindolinedione